silver pidolate N1[C@@H](CCC1=O)C(=O)[O-].[Ag+]